C(#N)C=1C=C(C=CC1)C=1N=C(SC1C1=CC(=NC(=C1)C(F)(F)F)CO)NC(=O)N1CC2(COC2)C1 N-[4-(3-cyanophenyl)-5-[2-(hydroxymethyl)-6-(trifluoromethyl)-4-pyridinyl]thiazol-2-yl]-2-oxa-6-azaspiro[3.3]heptane-6-carboxamide